C[C@H](C[C@H](C)O)O meso-pentane-2,4-diol